(1R,2S)-2-aminocyclopentyl chloride N[C@@H]1[C@@H](CCC1)Cl